C(CCNCC(=O)[C@H]([C@@H]([C@@H](CO)O)O)O)C[C@@H](C(=O)[O-])N The molecule is the glyco-amino-acid anion formed by loss of a proton from the carboxy group of fructosyllysine. It is a conjugate base of a fructosyllysine.